C12(CC3CC(CC(C1)C3)C2)C2=C(N=NN2C2=NON=C2N)C(=O)OCC ethyl 5-(adamantan-1-yl)-1-(4-amino-1,2,5-oxadiazol-3-yl)-1H-1,2,3-triazole-4-carboxylate